tert-butyl 7-[[4-(trifluoromethylsulfonyl)phenyl]methyl]-2,7-diazaspiro[3.5]nonane-2-carboxylate FC(S(=O)(=O)C1=CC=C(C=C1)CN1CCC2(CN(C2)C(=O)OC(C)(C)C)CC1)(F)F